N-(2-isobutyl-2-azaspiro[3.3]heptan-6-yl)-5-(1-isopropyl-2-methyl-1H-imidazo[4,5-b]pyridin-6-yl)pyrrolo[2,1-f][1,2,4]triazin-2-amine C(C(C)C)N1CC2(C1)CC(C2)NC2=NN1C(C=N2)=C(C=C1)C=1C=C2C(=NC1)N=C(N2C(C)C)C